1-cyclopropyl-5-iodo-2-methyl-1H-benzo[d]imidazole C1(CC1)N1C(=NC2=C1C=CC(=C2)I)C